e-Boc-L-lysine methyl ester hydrochloride Cl.COC([C@@H](NC(=O)OC(C)(C)C)CCCCN)=O